C1=CC=CC=2C3=CC=CC=C3C(C12)COC(=O)N[C@H](CC(=O)O)CNC(=O)OCC1C2=CC=CC=C2C=2C=CC=CC12 (R)-3,4-bis((((9H-fluoren-9-yl)methoxy)carbonyl)amino)butanoic acid